2-(benzo[d]oxazol-2-yl-amino)-N-(2-(2-(dimeth-ylamino)acetamido)-ethoxy)-1-methyl-1H-benzo[d]imidazole-5-carboxamide O1C(=NC2=C1C=CC=C2)NC2=NC1=C(N2C)C=CC(=C1)C(=O)NOCCNC(CN(C)C)=O